ClC=1C=CC2=C(NC(S2)(CC=O)C2CCN(CC2)CC)C1 5-chloro-2-(1-ethylpiperidin-4-yl)benzo[d]thiazoleAcetaldehyde